ClCN1C(C(CCC1=O)N1C(C2=CC=C(C=C2C1=O)F)=O)=O 2-(1-(chloromethyl)-2,6-dioxopiperidin-3-yl)-5-fluoroisoindoline-1,3-dione